(R or S)-3-[({2-[(6-methoxy-2-methyl-1,2,3,4-tetrahydroisoquinolin-7-yl)amino]quinazolin-7-yl}amino)methyl]-1lambda~6~-thiolane-1,1-dione COC=1C=C2CCN(CC2=CC1NC1=NC2=CC(=CC=C2C=N1)NC[C@@H]1CS(CC1)(=O)=O)C |o1:25|